4-(bromomethyl)-2-ethoxy-6-methoxypyridine BrCC1=CC(=NC(=C1)OC)OCC